CC1=NOC2=NC=C(C=C21)/C=C/C(=O)NCCC2[C@@H]1CN(C[C@H]21)C(=O)OC(C)(C)C tert-butyl (1R,5S,6s)-6-(2-((E)-3-(3-methylisoxazolo[5,4-b]pyridin-5-yl)acrylamido)ethyl)-3-azabicyclo[3.1.0]hexane-3-carboxylate